COC=1C=C(C=CC1)C1=NC(=CN1C)C1=CC(=C(C=C1)OC)OC (R)-2-(3-methoxyphenyl)-3-methyl-5-(3,4-dimethoxyphenyl)imidazole